6-(6-benzyloxy-5-fluoro-3-pyridinyl)-3-[bromo(difluoro)methyl]-[1,2,4]triazolo[4,3-a]pyrazine C(C1=CC=CC=C1)OC1=C(C=C(C=N1)C=1N=CC=2N(C1)C(=NN2)C(F)(F)Br)F